2-(2-((2-(2,6-dioxopiperidin-3-yl)-1,3-dioxoisoindolin-5-yl)amino)ethoxy)acetic acid O=C1NC(CCC1N1C(C2=CC=C(C=C2C1=O)NCCOCC(=O)O)=O)=O